hydroxy-3-methylglutaconyl-CoA OC(C(=O)SCCNC(CCNC([C@@H](C(COP(OP(OC[C@@H]1[C@H]([C@H]([C@@H](O1)N1C=NC=2C(N)=NC=NC12)O)OP(=O)(O)O)(=O)O)(=O)O)(C)C)O)=O)=O)=C(CC(=O)O)C